C(C)(C)(C)N(C(=O)OCSC1=NC(C2=C(N1CCOC(C)C)C=CN2COC(N(C)C(C)(C)C)=O)=O)C tert-butyl-methyl-carbamic acid 2-[(tert-butyl-methyl-carbamoyloxy)-methylsulfanyl]-1-(2-isopropoxy-ethyl)-4-oxo-1,4-dihydro-pyrrolo[3,2-d]pyrimidin-5-ylmethyl ester